NC1=CC(=C(C=C1)NO)N 1,3-Diamino-4-(hydroxyamino)benzene